C(C1=CC=CC=C1)OC([C@@H](NC(F)F)CCC(=O)OCC1=CC=CC=C1)=O difluoromethyl-glutamic acid dibenzyl ester